C1(CC1)S(=O)(=O)N1N=CC(=C1)C1=NC=CC(=N1)NC1=NC=C(C(=C1)N1CCC(CCC1)O)C#CC=1C=NN(C1)C 1-(2-((2-(1-(cyclopropylsulfonyl)-1H-pyrazol-4-yl)pyrimidin-4-yl)amino)-5-((1-methyl-1H-pyrazol-4-yl)ethynyl)pyridin-4-yl)azepan-4-ol